5-[[3-(dimethylamino)-2-hydroxy-propyl]carbamoyl]benzene-1,3-dicarboxylic acid CN(CC(CNC(=O)C=1C=C(C=C(C1)C(=O)O)C(=O)O)O)C